((2S)-2-hydroxy-3-(8-(7-methoxybenzo[c][1,2,5]oxadiazol-4-ylsulfonyl)-1-oxa-8-azaspiro[4.5]dec-3-ylamino)propoxy)-N-methylbenzenesulfonamide O[C@H](COC1=C(C=CC=C1)S(=O)(=O)NC)CNC1COC2(C1)CCN(CC2)S(=O)(=O)C2=CC=C(C1=NON=C12)OC